C1(CC1)CN1COC2=C(C1)C=1C(=C(OC1C=C2)C2=CC=C(C=C2)C)C(=O)OCC ethyl 2-(cyclopropylmethyl)-8-(p-tolyl)-2,3-dihydro-1H-benzofuro[4,5-E][1,3]oxazine-9-carboxylate